3-(Fluoromethoxy)-2-(3-methyl-6-prop-1-en-2-ylcyclohex-2-en-1-yl)-5-pentylphenol FCOC=1C(=C(C=C(C1)CCCCC)O)C1C=C(CCC1C(=C)C)C